hydroxymethyl-5,5-dimethyl-imidazolidine-2,4-dione OCN1C(NC(C1(C)C)=O)=O